FC(N1N=C(C(=C1C)C=1C=NN2C1C=C(C=C2)C2=CC=C(O2)C(=O)O)C)F 5-[3-[1-(difluoromethyl)-3,5-dimethyl-pyrazol-4-yl]pyrazolo[1,5-a]pyridin-5-yl]furan-2-carboxylic acid